ClC1=CC(=CN=N1)C([2H])([2H])[2H] 6-Chloro-4-(methyl-d3)pyridazine